phthalic acid Ethyl-isobutyl-phthalate C(C)C=1C(=C(C(C(=O)O)=CC1)C(=O)O)CC(C)C.C(C=1C(C(=O)O)=CC=CC1)(=O)O